(Z)-1-(3-(2-((benzo[d]thiazol-2-ylmethoxy)methyl)-5-methylphenyl)-4-oxothiazolidin-2-ylidene)-3-(2-fluoro-4-(1-(4-(trifluoromethoxy)phenyl)-1H-1,2,4-triazol-3-yl)phenyl)urea S1C(=NC2=C1C=CC=C2)COCC2=C(C=C(C=C2)C)N2/C(/SCC2=O)=N/C(=O)NC2=C(C=C(C=C2)C2=NN(C=N2)C2=CC=C(C=C2)OC(F)(F)F)F